C[Te](=O)(=O)O The molecule is a tellurium oxoacid that is telluronic acid in which the hydrogen atom attached to tellurium is substituted by a methyl group. It is a tellurium oxoacid and a one-carbon compound. It is a conjugate acid of a methanetelluronate(1-).